2-(5-Methoxy-3,4'-bipyridin-2'-yl)-1,4,5,6-tetrahydrocyclopenta[d]imidazole COC=1C=C(C=NC1)C1=CC(=NC=C1)C1=NC2=C(N1)CCC2